ClC1=C(C(=CC=C1)Cl)CC(=O)NC1=CC(=NC=C1)CC(=O)NC1=C(C=C(C=C1)C)C {4-[2-(2,6-dichlorophenyl)acetylamino]pyridin-2-yl}-N-(2,4-dimethylphenyl)acetamide